ClC1=CC(=C(C=C1)C(CCC)O)C1=NN=NN1 1-(4-Chloro-2-(1H-tetrazol-5-yl)phenyl)butan-1-ol